CC1(CC(C1)C#CC(F)(F)F)C(=O)N methyl-3-(3,3,3-trifluoroprop-1-ynyl)cyclobutanecarboxamide